N-(3-(5-chloro-1H-indol-3-yl)propyl)-4-(3-(pyridin-4-yloxy)propyl)benzenesulfonamide ClC=1C=C2C(=CNC2=CC1)CCCNS(=O)(=O)C1=CC=C(C=C1)CCCOC1=CC=NC=C1